C1(CCCC1)CNC1=NC(=NC(=C1C(=O)OCC)C=1OC=CC1)N(C)C ethyl 4-(cyclopentylmethylamino)-2-(dimethylamino)-6-(2-furyl)pyrimidine-5-carboxylate